bis(ethynyl)(1,5-dimethyl-1,5-cyclooctadiene) platinum [Pt].C(#C)C1=C(CCC(=C(CC1)C)C#C)C